C(CCCCCCC)(=O)N(C)CC(=O)O Capryloyl-Sarcosine